3-(2',4'-dicarboxyphenoxy)phthalic acid C(=O)(O)C1=C(OC2=C(C(C(=O)O)=CC=C2)C(=O)O)C=CC(=C1)C(=O)O